FC=1C=CC2=C(C(NC3=NC4=C(C(NCCO2)=O)C=NN4C=C3)C3=CC=CC=C3)C1 11-fluoro-13-phenyl-6,7,13,14-tetrahydro-1,15-ethenopyrazolo[4,3-f][1,4,8,10]benzoxatriazacyclotridecin-4(5H)-one